COC1=C(C=CC=C1)C(/C=C/C1=CC=C(C(=O)O)C=C1)=O 4-[(E)-3-(2-Methoxyphenyl)-3-oxoprop-1-enyl]benzoic acid